CN1N=C(C=C1NC(=O)C1=CC=C2C=C(C=NC2=C1)C=1SC=CN1)C(F)(F)F N-(1-methyl-3-(trifluoromethyl)-1H-pyrazol-5-yl)-3-(thiazol-2-yl)quinoline-7-carboxamide